COC=1C=C(C=CC1OC)C1=C(N=C2N1N=C(C=C2)C)C (3,4-dimethoxyphenyl)-2,6-dimethylimidazo[1,2-b]pyridazine